4-(1-methyl-1H-pyrazol-4-yl)-N-(4-(vinylsulfonyl)phenyl)pyrimidin-2-amine CN1N=CC(=C1)C1=NC(=NC=C1)NC1=CC=C(C=C1)S(=O)(=O)C=C